ClC=1C=C(C=CC1F)C(O)(C=1NC(=C(N1)C)S(=O)(=O)C)C1CC(CC1)(F)F (3-chloro-4-fluorophenyl)(3,3-difluorocyclopentyl)(4-methyl-5-(methylsulfonyl)-1H-imidazol-2-yl)methanol